(R)-2-bromo-4-((1-(3-(difluoromethyl)-2-fluorophenyl)ethyl)amino)-6-(1-(difluoromethyl)cyclopropyl)pyrido[4,3-d]Pyrimidin BrC=1N=C(C2=C(N1)C=CN(C2)C2(CC2)C(F)F)N[C@H](C)C2=C(C(=CC=C2)C(F)F)F